3-cyclohexyl-6,7-difluoro-1-methyl-3-(4-(4,4,5,5-tetramethyl-1,3,2-dioxaborolan-2-yl)phenyl)indolin-2-one C1(CCCCC1)C1(C(N(C2=C(C(=CC=C12)F)F)C)=O)C1=CC=C(C=C1)B1OC(C(O1)(C)C)(C)C